NC1CCC(CC1)NC1=NC2=C(C=CC=C2C=N1)CC 2-(((1r,4r)-4-aminocyclohexyl)amino)-8-ethylquinazolin